BrC1=CC(=C(C=C1)S(=O)(=O)N1CCN(C2=CC=C(C(=C12)C)C)C)C 4-(4-bromo-2-methylbenzenesulfonyl)-1,5,6-trimethyl-1,2,3,4-tetrahydroquinoxaline